2,6-difluoro-N-(5-(4-(4-(2-fluoroacryloyl)piperazin-1-yl)quinazolin-6-yl)-2-methoxypyridin-3-yl)benzenesulfonamide FC1=C(C(=CC=C1)F)S(=O)(=O)NC=1C(=NC=C(C1)C=1C=C2C(=NC=NC2=CC1)N1CCN(CC1)C(C(=C)F)=O)OC